C(C)N(C(=O)N(C)C(C)C)CC1=C(C(=CC(=C1)F)F)F 1-ethyl-3-isopropyl-3-methyl-1-(2,3,5-trifluorobenzyl)urea